C1(=CC=CC=C1)C(C1=CC=CC=C1)=NC1=CC(=NC=C1F)C(C=C(C(=O)OCC)C(=O)OCC)C(C)C diethyl 2-(2-(4-((diphenylmethylene)amino)-5-fluoropyridin-2-yl)-3-methyl butylidene)malonate